3-(2-(2-((2,3-dihydro-1H-inden-2-yl)amino)-6,7-dihydro-5H-cyclopenta[d]pyrimidine-5-carbonyl)hydrazino)-3-oxopropanoic acid ethyl ester C(C)OC(CC(=O)NNC(=O)C1CCC=2N=C(N=CC21)NC2CC1=CC=CC=C1C2)=O